4-[4-[3-[4-[4-Amino-3-(difluoromethyl)pyrazol-1-yl]-1-piperidyl]propyl]-1-piperidyl]-2-(2,6-dioxo-3-piperidyl)isoindoline-1,3-dione NC=1C(=NN(C1)C1CCN(CC1)CCCC1CCN(CC1)C1=C2C(N(C(C2=CC=C1)=O)C1C(NC(CC1)=O)=O)=O)C(F)F